FC1(CC(C1)O)C(=O)NC=1C=CC(=NC1)C=1N=NN(C1NC(O[C@H](C)C=1C(=NC=CC1)Cl)=O)C (R)-1-(2-chloropyridin-3-yl)ethyl (4-(5-((1s,3S)-1-fluoro-3-hydroxycyclobutane-1-carboxamido) pyridin-2-yl)-1-methyl-1H-1,2,3-triazol-5-yl)carbamate